N[C@@H](CNC(OC(C)(C)C)=O)COC tert-butyl N-[(2S)-2-amino-3-methoxypropyl]carbamate